2-(2-(4-(4-(Benzyloxy)phenoxy)butyrylamino)benzoylamino)benzoic acid C(C1=CC=CC=C1)OC1=CC=C(OCCCC(=O)NC2=C(C(=O)NC3=C(C(=O)O)C=CC=C3)C=CC=C2)C=C1